pentamethylcyclopentadienyl(1-phenethyl-1,5,6,7-tetrahydro-s-indacenyl)hafnium CC1=C(C(=C(C1([Hf]C1(C=CC2=CC=3CCCC3C=C12)CCC1=CC=CC=C1)C)C)C)C